FC1=C(C=CC=C1)OC([2H])([2H])[2H] 1-fluoro-2-(methoxy-d3)benzene